Cl.C(C=C)ONC(=NC1=NC(=CC(=N1)C1=CC=C(C=C1)OC)C1=CC(=CC=C1)[N+](=O)[O-])N 1-(allyloxy)-2-(4-(4-methoxyphenyl)-6-(3-nitrophenyl)pyrimidin-2-yl)guanidine hydrochloride